(R)-4-cyclopropyl-1-methoxy-5-((2-methyl-1,4-diazepan-1-yl)sulfonyl)isoquinoline ethyl-5-ethoxy-1,3,4-oxadiazole-2-carboxylate C(C)OC(=O)C=1OC(=NN1)OCC.C1(CC1)C1=CN=C(C2=CC=CC(=C12)S(=O)(=O)N1[C@@H](CNCCC1)C)OC